ethyl (1S,7a'S)-2-bromo-2-fluoro-5'-oxodihydro-1'H,3'H-spiro[cyclopropane-1,2'-pyrrolizine]-7a'(5'H)-carboxylate BrC1(C[C@]12C[C@@]1(CCC(N1C2)=O)C(=O)OCC)F